FC1=CC=C(C=C1)C=1C(=NC=CC1)CN (3-(4-fluorophenyl)pyridin-2-yl)methanamine